6-bromo-7-isopropoxy-4-(1-methyl-3-phenyl-1H-pyrazol-4-yl)quinazoline BrC=1C=C2C(=NC=NC2=CC1OC(C)C)C=1C(=NN(C1)C)C1=CC=CC=C1